C(C1=CC=CC=C1)(C1=CC=CC=C1)C1=C(N)C(=CC(=C1)CC)CC 2-benzhydryl-4,6-diethylaniline